dimethyl-sulfonium bromide salt [Br-].C[SH+]C